N8-(3-chloro-5-(trifluoromethyl)phenyl)-N2-cyclobutyl-9-(pyrrolidin-3-yl)-9H-purine-2,8-diamine ClC=1C=C(C=C(C1)C(F)(F)F)NC=1N(C2=NC(=NC=C2N1)NC1CCC1)C1CNCC1